4-(2-(2-(2-isopropylphenyl)-4-(4-methoxybenzyl)piperazin-1-yl)-7-azaspiro[3.5]nonan-7-yl)benzamide tert-butyl-(3R)-3-aminocyclopentanecarboxylate C(C)(C)(C)OC(=O)C1C[C@@H](CC1)N.C(C)(C)C1=C(C=CC=C1)C1N(CCN(C1)CC1=CC=C(C=C1)OC)C1CC2(C1)CCN(CC2)C2=CC=C(C(=O)N)C=C2